17-(((s)-3-acetyl-2,2-dimethylthiazolidine-4-carbonyl)oxy)-l-1-hydroxy-10,13-dimethyl-3-oxo-6,7,8,9,10,11,12,13,14,15,16,17-dodecahydro-3H-cyclopenta[a]phenanthrene-17-carboxylic acid C(C)(=O)N1C(SC[C@@H]1C(=O)OC1(CCC2C3CCC4=CC(C=C(C4(C3CCC12C)C)O)=O)C(=O)O)(C)C